(S)-(1-((4-(3-amino-4-chloro-1H-indazol-5-yl)-3-methylphenyl)sulfonyl)-4,4-difluoropyrrolidin-2-yl)methanol NC1=NNC2=CC=C(C(=C12)Cl)C1=C(C=C(C=C1)S(=O)(=O)N1[C@@H](CC(C1)(F)F)CO)C